S(=O)(=O)(O)C(C(=O)OCCCCCCCCCCC)CC(=O)OCCCCCCCCCCC.[NH4+] Ammonium Diundecyl Sulfosuccinate